methyl-3-(4-amino-6-chloro-5-fluoropyridin-3-yl)propanolate CC(CCC=1C=NC(=C(C1N)F)Cl)[O-]